((R)-2-amino-3-cyclohexylpropionyl)-L-proline methyl ester hydrochloride Cl.COC([C@H]1N(CCC1)C([C@@H](CC1CCCCC1)N)=O)=O